N1=C(C=NC=C1)C=1C=CC(=NC1)NC(CN1C=NC(=C1)C1=CC=NC=C1)=O N-(5-pyrazin-2-yl-2-pyridyl)-2-[4-(4-pyridyl)imidazol-1-yl]acetamide